1-(6,7-dihydro-5H-benzo[6,7]cyclohepta[1,2-c]pyridazin-3-yl)-N5-(3-fluoro-4-(5-cyclopentyloctahydropyrrolo[3,4-c]pyrrolyl)phenyl)-1H-1,2,4-triazole-3,5-diamine N1=NC(=CC2=C1C1=C(CCC2)C=CC=C1)N1N=C(N=C1NC1=CC(=C(C=C1)C1NCC2C1CN(C2)C2CCCC2)F)N